C(=O)O.N[C@H](CC1=C(C2=NC(=CC(=C2S1)NCC=1SC=CC1)Cl)OC(F)F)C 2-[(2S)-2-aminopropyl]-5-chloro-3-(difluoromethoxy)-N-[(thiophen-2-yl)methyl]thieno[3,2-b]pyridin-7-amine formate